O(C)NO methoxyl-hydroxylamine